The molecule is n-Acetylneuraminic acid reduced across the 2,3-bond with loss of the hydroxy group at C-2 and in which the 9-hydroxy group is substituted by a glutaramido group. It has a role as a hapten. It is a member of N-acetylneuraminic acids, a secondary carboxamide and a member of acetamides. CC(=O)N[C@@H]1[C@H](C=C(O[C@H]1[C@@H]([C@@H](CNC(=O)CCCC(=O)O)O)O)C(=O)O)O